NC1=C2C(=NC=N1)N(N=C2C2=CC=C(C=C2)OC2=CC=CC=C2)C2CCC(CC2)CN2CC1CCC(C2)N1C=1C=C2CN(CC2=CC1F)C1C(NC(CC1)=O)=O 5-(3-((4-(4-Amino-3-(4-phenoxyphenyl)-1H-pyrazolo[3,4-d]pyrimidin-1-yl)cyclohexyl)methyl)-3,8-diazabicyclo[3.2.1]octane-8-yl)-2-(2,6-dioxopiperidin-3-yl)-6-fluoroisoindoline